5-[(trimethylsilyl)ethynyl]benzoate C[Si](C)(C)C#CC=1C=CC=C(C(=O)[O-])C1